tert-butyl [(1s,3s)-3-hydroxy-1,3-bis(hydroxymethyl)cyclobutyl]carbamate OC1(CC(C1)(CO)NC(OC(C)(C)C)=O)CO